C1=CC(=CC=2OC3=C(C21)C=CC=C3)NC(C(=O)O)C=3C=NC=CC3 2-(dibenzo[b,d]furan-3-ylamino)-2-(pyridin-3-yl)acetic acid